(1S,5R) or (1R,5S)-3-(8-cyanoquinolin-5-yl)-N-(1-(2-hydroxyethyl)piperidin-4-yl)-5-(trifluoromethyl)-3-azabicyclo[3.1.0]hexane-1-carboxamide C(#N)C=1C=CC(=C2C=CC=NC12)N1C[C@@]2(C[C@@]2(C1)C(F)(F)F)C(=O)NC1CCN(CC1)CCO |o1:14,16|